lithium hexafluoropropane FC(CC(F)(F)F)(F)F.[Li]